O1N=CC2=C1C=CC(=C2)S(=O)(=O)Cl benzo[d]isoxazole-5-sulfonyl chloride